[N+](=O)([O-])C1=CC=C(C=C1)CN(C(=O)OCC1(NC=CC=C1)C1=NC=CC=C1)CC=1C=C2C(N(CC2=CC1)C1C(NC(CC1)=O)=O)=O 2'-bipyridinemethanol (4-nitrophenyl)methyl-N-{[2-(2,6-dioxopiperidin-3-yl)-3-oxo-2,3-dihydro-1H-isoindol-5-yl]methyl}carbamate